(1R,3aS,3bS,7S,9aR,9bS,11aR)-1-[(2R)-5-methoxy-5-oxopentan-2-yl]-9a,11a-dimethyl-2,3,3a,3b,4,6,7,8,9,9a,9b,10,11,11a-tetradecahydro-1H-cyclopenta[1,2-i]phenanthrene-7-yl acetate C(C)(=O)O[C@@H]1CC2=CC[C@H]3[C@H]4[C@](CC[C@@H]3[C@]2(CC1)C)([C@H](CC4)[C@H](C)CCC(=O)OC)C